ClC=1N(C(C2=CC=CC(=C2C1)OC1CC2(CN(C2)CCCC2=CC=3N(C=C2F)C=NN3)C1)=O)CF chloro-2-(fluoromethyl)-5-[[2-[3-(6-fluoro-[1,2,4]triazolo[4,3-a]pyridin-7-yl)propyl]-2-azaspiro[3.3]heptan-6-yl]oxy]isoquinolin-1-one